5-bromo-6-hydroxy-2-(methylthio)pyrimidine-4-carboxylic acid BrC=1C(=NC(=NC1O)SC)C(=O)O